2,2-diiodoethanol IC(CO)I